C(C)OC([C@@H](C1=CC(=CC=C1)OC(F)(F)F)NC(=O)OC(C)(C)C)=O (2R)-2-(tert-Butoxycarbonylamino)-2-[3-(trifluoromethoxy)phenyl]acetic acid ethyl ester